6-[4-[(2,2-difluoroacetyl)-isobutyl-amino]phenyl]-N-(3-pyridylmethyl)pyridine-3-carboxamide FC(C(=O)N(C1=CC=C(C=C1)C1=CC=C(C=N1)C(=O)NCC=1C=NC=CC1)CC(C)C)F